3-((6-cyano-8-((1r,4r)-4-methylcyclohexyl)-7-oxo-7,8-dihydropyrido[2,3-d]pyrimidin-2-yl)amino)benzamide C(#N)C1=CC2=C(N=C(N=C2)NC=2C=C(C(=O)N)C=CC2)N(C1=O)C1CCC(CC1)C